FN1C2(CC(C3=CC=CC=C13)=O)CCN(CC2)C(=O)NCC2=CC(=C(C=C2)F)S(N)(=O)=O fluoro-N-(4-fluoro-3-sulfamoylbenzyl)-4'-oxo-3',4'-dihydro-1'H-spiro[piperidine-4,2'-quinoline]-1-carboxamide